5-(5-bromo-2-(3,4,5-trimethylphenylamino)pyrimidin-4-ylamino)benzo[d]oxazol-2(3H)-one formate salt C(=O)O.BrC=1C(=NC(=NC1)NC1=CC(=C(C(=C1)C)C)C)NC=1C=CC2=C(NC(O2)=O)C1